3-(2-((1-(2-(6,6-dimethyl-4,5,6,7-tetrahydro-1H-indazol-3-yl)-1H-indole-6-carbonyl)piperidin-4-yl)methyl)-1,2,3,4-tetrahydroisoquinolin-7-yl)piperidine-2,6-dione CC1(CCC=2C(=NNC2C1)C=1NC2=CC(=CC=C2C1)C(=O)N1CCC(CC1)CN1CC2=CC(=CC=C2CC1)C1C(NC(CC1)=O)=O)C